4-(2-fluoropropan-2-yl)-6-methoxypyridin FC(C)(C)C1=CC=NC(=C1)OC